4-(6-tert-butoxy-2-phenyl-tetrahydronaphthalen-1-yl)phenol C(C)(C)(C)OC=1C=C2CCC(C(C2=CC1)C1=CC=C(C=C1)O)C1=CC=CC=C1